C(N)(=O)C=1C(=NC(=CN1)N1C[C@@H](CCC1)N1C(N(C=C1)C)=O)NC1=CC=C(C=C1)N1CC2(CN(C2)C(=O)OC(C)(C)C)C1 tert-butyl 6-[4-({3-carbamoyl-6-[(3R)-3-(3-methyl-2-oxoimidazol-1-yl) piperidin-1-yl] pyrazin-2-yl} amino) phenyl]-2,6-diazaspiro[3.3]heptane-2-carboxylate